O1N=C(C2=C1C=CC=C2)C2=NN(C(=C2C=O)Cl)C 3-(Benzo[d]isoxazol-3-yl)-5-chloro-1-methyl-1H-pyrazole-4-carbaldehyde